ClC1=C(C(=C(C=C1OC)OC)Cl)C=1C(N(C2=CC(=NC=C2C1)CNC(C=C)=O)CC(F)(F)F)=O N-((3-(2,6-dichloro-3,5-dimethoxyphenyl)-2-oxo-1-(2,2,2-trifluoroethyl)-1,2-dihydro-1,6-naphthyridin-7-yl)methyl)acrylamide